FC(OC1=CC(=NN1)NC1=CN=C2C(=N1)N(N=C2)C[C@@H]2CN(CCC2)C(=O)OC(C)(C)C)F tert-butyl (S)-3-((6-((5-(difluoromethoxy)-1H-pyrazol-3-yl)amino)-1H-pyrazolo[3,4-b]pyrazin-1-yl)methyl)piperidine-1-carboxylate